BrC1=C(C(=C(C2=CC=CC=C12)C)Br)C 1,3-dibromodimethylnaphthalene